CNC=1C2=C(N=C(N1)C1CN(CC1)C(=O)C1=CC=C(C=C1)CCCCC)CNCC2 [3-[4-(methylamino)-5,6,7,8-tetrahydropyrido[3,4-d]pyrimidin-2-yl]pyrrolidin-1-yl]-(4-pentylphenyl)methanone